BrC1=C(CCC2=CC(=CC=C12)OC)C1=CC=C(C=C1)C(C)C 4-bromo-3-(4-isopropylphenyl)-7-methoxy-1,2-dihydronaphthalene